[N+](=O)([O-])C1=CC=C(C(=O)O[C@@H]2C[C@](CCC2)(C)C(=O)OCC)C=C1 |r| (±)-Cis-3-(ethoxycarbonyl)-3-methylcyclohexyl 4-nitrobenzoate